(S)-tert-butyl 4-(((benzyloxy)carbonyl)amino)-5-hydroxypentanoate C(C1=CC=CC=C1)OC(=O)N[C@@H](CCC(=O)OC(C)(C)C)CO